C(C)(C)(C)OC(=O)N1CCC(CC1)CCN[C@@H]1C[C@H](CC1)NC1=NC=C(C(=N1)C1=CNC2=CC(=CC=C12)C(=O)OC)C(F)(F)F methyl 3-(2-(((1s,3s)-3-((2-(1-(tert-butoxycarbonyl) piperidin-4-yl) ethyl) amino) cyclopentyl) amino)-5-(trifluoromethyl) pyrimidin-4-yl)-1H-indole-6-carboxylate